3-(3-Chloro-4-fluorophenyl)-1-(1-(6,7-difluoro-1-oxo-1,2-dihydroisoquinolin-4-yl)ethyl)-1-(methyl-d3)urea ClC=1C=C(C=CC1F)NC(N(C([2H])([2H])[2H])C(C)C1=CNC(C2=CC(=C(C=C12)F)F)=O)=O